FC1=CC=C(C=C1)C=1C(=NC2=CC(=CC(=C2C1)C(C)NC1=C(C(=O)O)C=CC=C1)C)N1CC(C1)O 2-((1-(3-(4-fluorophenyl)-2-(3-hydroxyazetidin-1-yl)-7-methylquinolin-5-yl)ethyl)amino)benzoic acid